3',5'-bis(p-chlorobenzoyl)-5-(2-bromovinyl)-2'-deoxyuridine ClC1=CC=C(C(=O)[C@@]2(C[C@@H](O[C@@H]2C(O)C(C2=CC=C(C=C2)Cl)=O)N2C(=O)NC(=O)C(=C2)C=CBr)O)C=C1